C(=O)=[Co](C1(C(=C(C(=C1C)C)C)C)C)(I)I carbonyl-diiodo(pentamethylcyclopentadienyl)cobalt (III)